FC=1C=C2C(N(CN(C2=CC1C(F)(F)F)C1=C(C=C(C=C1)F)C)C=1C(=NC(=CC1)OC)C)=O 6-fluoro-1-(4-fluoro-2-methylphenyl)-3-(6-methoxy-2-methylpyridin-3-yl)-7-(trifluoromethyl)-2,3-dihydroquinazolin-4(1H)-one